C[C@H]1NCCC2=C1C1=C(N=NC(=C1)C1=C(C=CC=C1)O)N2 (R)-2-(5-methyl-6,7,8,9-tetrahydro-5H-pyrido[3',4':4,5]pyrrolo[2,3-c]pyridazin-3-yl)phenol